ClC1=C(C=C(C(=O)NC)C=C1)C=1C(N=CN2N=C(C=CC21)Cl)=O 4-chloro-3-(2-chloro-6-oxo-6H-pyrimido[1,6-b]pyridazin-5-yl)-N-methylbenzamide